ethyl N-(4-methoxybenzyl)-N-(6-(piperazin-1-yl)-3-(trifluoromethyl)imidazo[1,2-b]pyridazin-8-yl)glycinate COC1=CC=C(CN(CC(=O)OCC)C=2C=3N(N=C(C2)N2CCNCC2)C(=CN3)C(F)(F)F)C=C1